(S)-N-(1-(5-(tert-butyl)-2-fluorophenyl)ethyl)-1-isobutyl-2-methyl-1H-indole-6-carboxamide C(C)(C)(C)C=1C=CC(=C(C1)[C@H](C)NC(=O)C1=CC=C2C=C(N(C2=C1)CC(C)C)C)F